6-((5-(4-(4-cyanophenyl)piperidine-1-carbonyl)-2-methylphenyl)amino)-N-ethylnicotinamide C(#N)C1=CC=C(C=C1)C1CCN(CC1)C(=O)C=1C=CC(=C(C1)NC1=NC=C(C(=O)NCC)C=C1)C